tripalmityl thiophosphate P(=S)(OCCCCCCCCCCCCCCCC)(OCCCCCCCCCCCCCCCC)OCCCCCCCCCCCCCCCC